5-cyano-3-methyl-N-(3-(oxetan-3-yl)-1-(tetrahydro-2H-pyran-2-yl)-1H-indazol-5-yl)picolinamide C(#N)C=1C=C(C(=NC1)C(=O)NC=1C=C2C(=NN(C2=CC1)C1OCCCC1)C1COC1)C